(1,3-dimethyl-2-phenoxy-butyl) (2S)-2-[(3-acetoxy-4-formamido-pyridine-2-carbonyl)amino]propanoate C(C)(=O)OC=1C(=NC=CC1NC=O)C(=O)N[C@H](C(=O)OC(C(C(C)C)OC1=CC=CC=C1)C)C